OC1=CC=C(C=C1)NC(C1=CC(=CC=C1)B1OC(C(O1)(C)C)(C)C)=O N-(4-hydroxyphenyl)-3-(4,4,5,5-tetramethyl-1,3,2-dioxaborolan-2-yl)benzamide